2-hydroxy-4-tert-butyl-4'-(2-methacryloyloxyethoxy)benzophenone OC1=C(C(=O)C2=CC=C(C=C2)OCCOC(C(=C)C)=O)C=CC(=C1)C(C)(C)C